C([2H])([2H])([2H])OS(=O)(=O)C1=CC=C(C=C1)[N+](=O)[O-] 4-nitrobenzenesulfonic acid [2H3]Methyl ester